N-[(1S)-5-[2-(2-aminopyridin-3-yl)-5-phenylimidazo[4,5-b]pyridin-3-yl]-2,3-dihydro-1H-inden-1-yl]-2,3-difluoro-5-formyl-4-hydroxybenzamide NC1=NC=CC=C1C1=NC=2C(=NC(=CC2)C2=CC=CC=C2)N1C=1C=C2CC[C@@H](C2=CC1)NC(C1=C(C(=C(C(=C1)C=O)O)F)F)=O